COC(=O)C1=C(SC2=C1C=CC(=C2)O)N(CC2=CC=C(C=C2)C(F)(F)F)C(C)=O 2-[acetyl-(4-trifluoromethylbenzyl)amino]-6-hydroxy-1-benzothiophene-3-carboxylic acid methyl ester